(1-((6-(trifluoromethyl)pyridin-3-yl)methyl)-1H-pyrazol-4-yl)ethan-1-ol FC(C1=CC=C(C=N1)CN1N=CC(=C1)C(C)O)(F)F